bis(2,5-dioxopyrrolidin-1-yl) dipropionate C(CC)(=O)ON1C(CCC1=O)=O.C(CC)(=O)ON1C(CCC1=O)=O